C(C)OC(=O)COC1=C(C2=CC=CC=C2C=C1)C1=C(C=CC2=CC=CC=C12)OCC(=O)OCC 2,2'-bis(ethoxycarbonylmethoxy)1,1'-binaphthyl